methoxytetrafluoro-propionic acid methyl ester COC(C(C(F)(F)OC)(F)F)=O